C1(=CC=CC=C1)P(C1=C(C(=CC(=C1)C(F)(F)F)C(F)(F)F)C1=C(C=C(C(=C1C)OC)C)P(C1=CC=CC=C1)C1=CC=CC=C1)C1=CC=CC=C1 2,2'-bis(diphenylphosphino)-4,6-di(trifluoromethyl)-4',6'-dimethyl-5'-methoxy-1,1-biphenyl